1-[4-(3,4-Dichloro-benzenesulfonyl)-phenyl]-3-(1H-pyrazol-4-ylmethyl)-urea ClC=1C=C(C=CC1Cl)S(=O)(=O)C1=CC=C(C=C1)NC(=O)NCC=1C=NNC1